BrC=1C2CN(C(C1)C2)C(CN2S(C1=C(NC2=O)C=CC(=C1)F)(=O)=O)=O 2-(2-{5-bromo-2-azabicyclo[2.2.1]hept-5-en-2-yl}-2-oxoethyl)-7-fluoro-4H-1lambda6,2,4-benzothiadiazine-1,1,3-trione